3-fluoro-4-(3-methyl-4-nitro-1H-pyrazol-1-yl)piperidine FC1CNCCC1N1N=C(C(=C1)[N+](=O)[O-])C